NC1=C(C(=NC=N1)OC=1C=C(C=CC1)NC(\C=C\CN(C)C)=O)C1=CC=C(C=C1)OC1=CC=CC=C1 (E)-N-(3-((6-Amino-5-(4-phenoxyphenyl)pyrimidin-4-yl)oxy)phenyl)-4-(dimethylamino)but-2-enamid